ClC1=NC=CC=C1C1=NC=C(C=C1)S(=O)(=O)NC=1C=CC=C2C=NN(C12)C 2'-CHLORO-N-(1-METHYL-1H-INDAZOL-7-YL)-[2,3'-BIPYRIDINE]-5-SULFONAMIDE